C(C)N(CC)[Sn](C(C)C)(N(CC)CC)N(CC)CC tris(diethylamino)isopropyl-tin